BrC1=CC(=C(C=C1)C=1N(C2=NC=NC(=C2N1)Cl)CC1=NC=CC(=C1)C)Cl 8-(4-bromo-2-chlorophenyl)-6-chloro-9-((4-methylpyridin-2-yl)methyl)-9H-purine